tert-butyl 4-[4-(2,6-dioxo-3-piperidyl)-2,3-dihydroquinoxalin-1-yl]piperidine-1-carboxylate O=C1NC(CCC1N1CCN(C2=CC=CC=C12)C1CCN(CC1)C(=O)OC(C)(C)C)=O